COC1=C(C(=CC(=C1)C)OC)CCOC 1,3-dimethoxy-2-(2-methoxyethyl)-5-methylbenzene